1-((4'-chloro-5,5-dimethyl-3,4,5,6-tetrahydro-[1,1'-biphenyl]-2-yl)methyl)piperazine hydrochloride Cl.ClC1=CC=C(C=C1)C1=C(CCC(C1)(C)C)CN1CCNCC1